O1CCN(CC1)C1=CC(NC(=C1)N1C(CCC1)C1=CC=CC=C1)=O 4-morpholino-6-(2-phenylpyrrolidin-1-yl)-1H-pyridin-2-one